3-bromo-2-methyl-6-methylsulfonyl-α-chlorobenzaldehyde oxime BrC=1C(=C(C(=NO)Cl)C(=CC1)S(=O)(=O)C)C